(E)-1-phenyl-N-((1S,4S)-1,7,7-trimethylbicyclo[2.2.1]heptan-2-ylidene)methanamine C1(=CC=CC=C1)C/N=C\1/[C@]2(CC[C@@H](C1)C2(C)C)C